ClC1=CC=C(S1)COC1=CC(=NN1C(=O)C1=COC=C1)C1C(N(C(C1)O)CC(=O)N1CCOCC1)C 2-(3-{5-[(5-Chlorothiophen-2-yl)methoxy]-1-(furan-3-carbonyl)-1H-pyrazol-3-yl}-5-hydroxy-2-methylpyrrolidin-1-yl)-1-(morpholin-4-yl)ethan-1-on